N-octadecyl-N'-tolylcarbodiimide C(CCCCCCCCCCCCCCCCC)N=C=NC1=C(C=CC=C1)C